(2-((6,6-Dimethyl-2,4-Dioxo-3-Azabicyclo[3.1.0]Hexan-3-Yl)Methyl)Thieno[3,2-b]Pyridin-7-Yl)Boronic Acid CC1(C2C(N(C(C12)=O)CC1=CC2=NC=CC(=C2S1)B(O)O)=O)C